1-butyl-3-methyl-imidazolium thiocyanate [S-]C#N.C(CCC)N1C=[N+](C=C1)C